ClC1=C(C=C(C(=C1)F)N1C(C=2CCCCC2C1=O)=O)NC(=O)C1CCC1 N-(2-chloro-5-(1,3-dioxo-1,3,4,5,6,7-hexahydro-2H-isoindole-2-yl)-4-fluorophenyl)cyclobutanecarboxamide